COC(=O)C1=CC2=C(N=C(S2)Br)C(=C1)[C@H]1C(NCC1)=O 2-bromo-4-[(3S)-oxopyrrolidin-3-yl]-1,3-benzothiazole-6-carboxylic acid methyl ester